2-(6-Fluorobenzothien-4-yl)octahydropyrrolo[3,4-c]pyrrole dihydrochloride Cl.Cl.FC1=CC2=C(C=CS2)C(=C1)N1CC2CNCC2C1